7-((5-bromo-2-((3-((2-hydroxyethoxy)methyl)-4-(4-(4-methylpiperazin-1-yl)piperidin-1-yl)phenyl)amino)pyrimidin-4-yl)Amino)-1-(methylsulfonyl)indole-4-ol BrC=1C(=NC(=NC1)NC1=CC(=C(C=C1)N1CCC(CC1)N1CCN(CC1)C)COCCO)NC1=CC=C(C=2C=CN(C12)S(=O)(=O)C)O